(S)-2'-chloro-N-(5-((5-(1-hydroxyethyl)pyridin-2-yl)methoxy)-1,3,4-thiadiazol-2-yl)-5'-methoxy-6-methyl-(4,4'-bipyridine)-3-carboxamide ClC1=NC=C(C(=C1)C1=C(C=NC(=C1)C)C(=O)NC=1SC(=NN1)OCC1=NC=C(C=C1)[C@H](C)O)OC